CC1=CN=C(S1)NC(CC1=CC=C(C=C1)C1=NC=CN=C1)=O N-(5-methylthiazol-2-yl)-2-(4-(pyrazin-2-yl)phenyl)acetamide